1-[4-[7-(3-amino-7-fluoroisoquinolin-1-yl)-6-chloroquinazolin-4-yl]Piperazin-1-yl]Prop-2-en-1-one NC=1N=C(C2=CC(=CC=C2C1)F)C1=C(C=C2C(=NC=NC2=C1)N1CCN(CC1)C(C=C)=O)Cl